3-((6-phenylquinolin-4-yl)amino)-N-(3-(pyridin-4-ylamino)phenyl)benzamide C1(=CC=CC=C1)C=1C=C2C(=CC=NC2=CC1)NC=1C=C(C(=O)NC2=CC(=CC=C2)NC2=CC=NC=C2)C=CC1